C1(CCCCC1)C1=CC=CC=C1 Cyclohexylbenzene